FC1=C(C=CC(=C1)O)C1=CC=C(C=C1)NC(=O)[C@@H]1N(CCC1)C(=O)NC1=CC=C(C=C1)C(C)C (2R)-N2-(2'-fluoro-4'-hydroxy[1,1'-biphenyl]-4-yl)-N1-[4-(propan-2-yl)phenyl]pyrrolidine-1,2-dicarboxamide